CN1N=C2C=C(C=CC2=C1C)N(C1=NC(=NC=N1)NC=1C=CC(=C(C1)S(=O)(=O)N)C)C 5-({4-[(2,3-dimethyl-2H-indazol-6-yl)(methyl)amino]-1,3,5-triazin-2-yl}amino)-2-methylbenzenesulfonamide